5-bromo-2-(methylthio)pyrimidin-4(3H)-one BrC=1C(NC(=NC1)SC)=O